6-chloro-3,4-dihydronaphthalen-1(2H)-one ClC=1C=C2CCCC(C2=CC1)=O